1-amino-2-(1-(but-2-enoyl)piperidin-2-yl)-4-(4-((4-ethylpyridin-2-yl)Carbamoyl)phenyl)-1H-imidazole-5-carboxamide NN1C(=NC(=C1C(=O)N)C1=CC=C(C=C1)C(NC1=NC=CC(=C1)CC)=O)C1N(CCCC1)C(C=CC)=O